ClC1=NC=C(C(=N1)C1=CNC2=CC(=CC=C12)OC)C(F)(F)F 3-(2-chloro-5-(trifluoromethyl)pyrimidin-4-yl)-6-methoxy-1H-indole